F[C@@H](C(=O)NC1=C(C=C(C=C1)CCC1=CC=C(C=C1)C(F)(F)F)N1CCCCC1)[C@H](CCCCC)F (2S,3S)-2,3-difluoro-N-(2-(piperidin-1-yl)-4-(4-(trifluoromethyl)phenethyl)phenyl)octanamide